pivalic acid-d C(C(C)(C)C)(=O)O[2H]